C1(=CC=CC=C1)CC(=O)NCC=1C=NC=CC1 phenyl-N-(pyridin-3-ylmethyl)acetamide